C(C)(C)(C)OC(=O)N1CC2=CC=CC(=C2CC1)C1=NC=C(C=2N(C=3CCCCC3C21)C(=O)OC(C)(C)C)C(=O)OC 5-(tert-butyl) 4-methyl 1-(2-(tert-butoxycarbonyl)-1,2,3,4-tetrahydroisoquinolin-5-yl)-6,7,8,9-tetrahydro-5H-pyrido[4,3-b]indole-4,5-dicarboxylate